NC=1C(=C(C=CC1)C1=CC(=CC=C1)C1=CC=2N(C(C(=CN2)CN(C(OC(C)(C)C)=O)CCO)=O)C=C1)C tert-butyl ((8-(3'-amino-2'-methyl-[1,1'-biphenyl]-3-yl)-4-oxo-4H-pyrido[1,2-a]pyrimidin-3-yl)methyl)(2-hydroxyethyl)carbamate